5,8-Dihydroindolo[2,3-c]carbazole-1,2,4,6,7,9,11,12-d8 C1(=C2C(=C(C=C1[2H])[2H])NC1=C(C(=C3NC4=C(C=C(C(=C4C3=C12)[2H])[2H])[2H])[2H])[2H])[2H]